9-(6-amino-5-((4-chloro-2-methyl-2H-indazol-5-yl)thio)pyrazin-2-yl)-3,9-diazaspiro[5.5]undecane-1-amine hydrochloride Cl.NC1=C(N=CC(=N1)N1CCC2(CCNCC2N)CC1)SC1=C(C2=CN(N=C2C=C1)C)Cl